(R)-N-(4-([1,2,4]triazolo[1,5-a]pyridin-7-yloxy)-3-methylphenyl)-4-amino-1-(piperidin-3-yl)-1H-pyrazolo[3,4-d]pyrimidine-3-carboxamide hydrochloride Cl.N=1C=NN2C1C=C(C=C2)OC2=C(C=C(C=C2)NC(=O)C2=NN(C1=NC=NC(=C12)N)[C@H]1CNCCC1)C